6-chloro-2-(difluoromethyl)-3-(ethylthio)pyridine ClC1=CC=C(C(=N1)C(F)F)SCC